BrC=1C=C2C(=C(C=NC2=CC1F)C(=O)O)NC(C)C 6-bromo-7-fluoro-4-(isopropylamino)quinoline-3-carboxylic acid